[Cu].ClC(CC(=O)CC(Cl)(Cl)Cl)(Cl)Cl hexachloropropione copper